NCC1=C(C(=CC(=C1)Cl)Cl)SC1=C(C=O)C=CC=C1 2-[2-(aminomethyl)-4,6-dichloro-phenyl]sulfanylbenzaldehyde